O=C[C@@H](O)[C@H](O)C(=O)O threuronic acid